ClC=1C=C2C(=C3C1NC(NC31CCCCC1)=O)OC(=N2)COCCOC 5-chloro-2-[(2-methoxyethoxy)methyl]-7,8-dihydro-6H-spiro[[1,3]oxazolo[5,4-f]quinazoline-9,1'-cyclohexan]-7-one